CC1=C(C=CC=C1)S(=O)(=O)NC1=NOC(=C1)C1=CC=CC=C1 2-methyl-N-(5-phenylisoxazol-3-yl)benzenesulfonamide